(Z)-2-((5-(2-((2,6-dimethylpyrimidin-4-yl)amino)pyrazolo[1,5-a]pyridin-5-yl)-1-methyl-1H-pyrazol-4-yl)oxy)-1-(1-methylcyclopropyl)ethan-1-one oxime CC1=NC(=CC(=N1)NC1=NN2C(C=C(C=C2)C2=C(C=NN2C)OC\C(=N/O)\C2(CC2)C)=C1)C